C(#N)CC1(CN(C1)C1=CC(=C(C(=O)N[C@H](C(F)(F)F)C)C=C1F)F)N1N=CC(=C1)B1OC(C(O1)(C)C)(C)C 4-{3-(cyanomethyl)-3-[4-(4,4,5,5-tetramethyl-1,3,2-dioxaborolan-2-yl)-1H-pyrazol-1-yl]azetidin-1-yl}-2,5-difluoro-N-[(1S)-2,2,2-trifluoro-1-methylethyl]benzamide